azidophenyl acrylate C(C=C)(=O)OC1=C(C=CC=C1)N=[N+]=[N-]